benzyl (((1S,6R,7R)-3-(3-(2,3-dichloropyridin-4-yl)-1-(tetrahydro-2H-pyran-2-yl)-1H-pyrazolo[3,4-b]pyrazin-6-yl)-7-(2-fluorophenyl)-3-azabicyclo[4.1.0]heptan-7-yl)methyl)carbamate ClC1=NC=CC(=C1Cl)C1=NN(C2=NC(=CN=C21)N2C[C@@H]1[C@]([C@@H]1CC2)(C2=C(C=CC=C2)F)CNC(OCC2=CC=CC=C2)=O)C2OCCCC2